C(C)N(C(\C=C\C1=CC=C(C=C1)C)=O)CCCSC (E)-N-ethyl-N-(3-methylsulfanyl-propyl)-3-(p-tolyl)prop-2-enamide